OC1C2C(C(C(C1)O2)C(=O)NC2=CC(=CC(=C2)C(F)(F)F)C)C=2C(=NN(C2)C)C(F)(F)F 5-hydroxy-3-(1-methyl-3-(trifluoromethyl)-1H-pyrazol-4-yl)-N-(3-methyl-5-(trifluoromethyl)phenyl)-7-oxabicyclo[2.2.1]heptane-2-carboxamide